(±)-Camphor-10-sulfonic acid C12(C(=O)CC(CC1)C2(C)C)CS(=O)(=O)O